2-(6-(((1S,4S,5R)-2-azabicyclo[2.2.1]heptan-5-yl)(methyl)amino)pyridazin-3-yl)-5-(1H-pyrazol-4-yl)phenol [C@@H]12NC[C@@H]([C@@H](C1)N(C1=CC=C(N=N1)C1=C(C=C(C=C1)C=1C=NNC1)O)C)C2